(5R)-N-[(3S)-7,9-difluoro-2-oxo-1,3,4,5-tetrahydro-1-benzazepin-3-yl]-5-isopropyl-5,6,7,8-tetrahydro-[1,2,4]triazolo[1,5-a]pyridine-2-carboxamide FC=1C=C(C2=C(CC[C@@H](C(N2)=O)NC(=O)C2=NN3C(CCC[C@@H]3C(C)C)=N2)C1)F